tert-Butyl (3RS,4RS)-3-{2-[(S)-amino(4,4-difluorocyclohexyl)methyl]imidazo[1,2-b]-pyridazin-7-yl}-4-(3,3,4,4-tetrafluoropyrrolidine-1-carbonyl)pyrrolidine-1-carboxylate N[C@H](C=1N=C2N(N=CC(=C2)[C@@H]2CN(C[C@@H]2C(=O)N2CC(C(C2)(F)F)(F)F)C(=O)OC(C)(C)C)C1)C1CCC(CC1)(F)F |&1:10,14|